4-({[4-(trifluoromethoxy)benzyl][4-(trifluoromethyl)isoquinolin-3-yl]amino}sulfonyl)benzoic acid FC(OC1=CC=C(CN(S(=O)(=O)C2=CC=C(C(=O)O)C=C2)C=2N=CC3=CC=CC=C3C2C(F)(F)F)C=C1)(F)F